3-(((2S,3S)-8-methoxy-2-(6-methoxypyridin-3-yl)-3-methyl-2,3-dihydrobenzo[b][1,4]dioxin-6-yl)methyl)-3H-imidazo[4,5-b]pyridine COC1=CC(=CC2=C1O[C@H]([C@@H](O2)C)C=2C=NC(=CC2)OC)CN2C=NC=1C2=NC=CC1